2-(4-fluoro-2-methylphenoxy)-5-(1-fluorovinyl)-N-(2-methoxypyridin-4-yl)-4-(trifluoromethyl)benzamide FC1=CC(=C(OC2=C(C(=O)NC3=CC(=NC=C3)OC)C=C(C(=C2)C(F)(F)F)C(=C)F)C=C1)C